CC1=NC2=C3C(=CC=C2C=N1)OC(C(N3C)=O)(C)C 2,8,8,10-tetramethyl-8H-[1,4]oxazino[2,3-H]quinazolin-9(10H)-one